2-[3-(6-Aminohexanoylamino)propyl-dimethyl-ammonio]ethyl-hydrogenphosphat NCCCCCC(=O)NCCC[N+](CCOP(=O)(O)[O-])(C)C